N1(CCNCC1)CC1=C2C=CNC2=CC=C1 4-(piperazin-1-ylmethyl)-1H-indole